ClC(CCN=C=O)N=C=O 1-chloro-3-isocyanato(isocyanato)propane